BrC[C@@H]1CC[C@H](CC1)C(=O)OC trans-methyl 4-(bromomethyl)cyclohexanecarboxylate